Thioninacetat CC(=O)[O-].C1=CC2=C(C=C1N)SC3=CC(=[NH2+])C=CC3=N2